C1(CC1)C(=O)NC1=NC=C(C(=O)NC([2H])([2H])[2H])C(=C1)NC1=CN(C2=C1C(N(C=C2)CC2CC2)=O)C 6-(Cyclopropanecarboxamido)-4-((5-(cyclopropylmethyl)-1-methyl-4-oxo-4,5-dihydro-1H-pyrrolo[3,2-c]pyridin-3-yl)amino)-N-(methyl-d3)nicotinamide